(2S)-2-({8-[(3β)-cholest-5-en-3-yloxy]octyl}oxy)-N,N-dimethyl-3-[(9Z,2Z)-octadeca-9,12-dien-1-yloxy]propan-1-amine CC(C)CCC[C@@H](C)[C@H]1CC[C@H]2[C@@H]3CC=C4C[C@H](CC[C@]4(C)[C@H]3CC[C@]12C)OCCCCCCCCO[C@@H](CN(C)C)COCCCCCCCC\C=C/CC=CCCCCC